N-(1-isopropyl-1H-pyrazol-4-yl)-4-(((1R,4R)-4-(methylamino)cyclohexyl)methoxy)pyrimidin-2-amine C(C)(C)N1N=CC(=C1)NC1=NC=CC(=N1)OCC1CCC(CC1)NC